4-(2-(3-fluoro-7-methoxy-1-methyl-9H-pyrido[3,4-b]indol-9-yl)ethyl)morpholine FC1=CC2=C(N(C3=CC(=CC=C23)OC)CCN2CCOCC2)C(=N1)C